C(C)(C)(C)C1=CC=C(C(=O)NC(NC2=CC=C(C=C2)S(=O)(=O)CC)=S)C=C1 4-(tert-butyl)-N-((4-(ethylsulphonyl)phenyl)thiocarbamoyl)benzamide